ClC=1C=C2C(=CC1)NC(C21CCN(CC1)CCOC=1C=C2C(=NC1)N(C(C2)=O)C2CC(C2)(C)O)=O 5-chloro-1'-[2-({2-oxo-1-[(1r,3s)-3-hydroxy-3-methylcyclobutyl]-1H,2H,3H-pyrrolo[2,3-b]pyridin-5-yl}oxy)ethyl]-1,2-dihydrospiro[indole-3,4'-piperidin]-2-one